(+)-(1S,2S)-Cyclopropane-1,2-dicarboxylic acid monomethyl ester COC(=O)[C@@H]1[C@H](C1)C(=O)O